FC1CN(C1)C=1C=NNC(C1C(F)(F)F)=O (2R,3R)-3-fluoro-1-(6-oxo-5-(trifluoromethyl)-1,6-dihydropyridazin-4-yl)azetidin